1-(cyclopropylmethyl)-1H-pyrrolo[2,3-b]pyridine-2-carboxylate C1(CC1)CN1C(=CC=2C1=NC=CC2)C(=O)[O-]